(2R,5R)-tert-butyl 5-((R)-1-(2-hydroxybenzamido)-2-mercaptoethyl)-1-methylpyrrolidine-2-carboxylate OC1=C(C(=O)N[C@@H](CS)[C@H]2CC[C@@H](N2C)C(=O)OC(C)(C)C)C=CC=C1